ClC1N(C=C(C=N1)OC(C)C)CC1=CC=C(C=C1)C=1N(C=C(N1)C(F)(F)F)C 2-chloro-5-isopropoxy-N-(4-(1-methyl-4-(trifluoromethyl)-1H-imidazol-2-yl)benzyl)pyrimidine